Cl.CC1=C(C=CC(=C1)S(N[C@H](C)C1CCNCC1)(=O)=O)NC(=O)C=1SC=CN1 (R)-N-(2-methyl-4-(N-(1-(piperidin-4-yl)ethyl)sulfamoyl)phenyl)thiazole-2-carboxamide hydrochloride